N1C=C(C2=CC=CC=C12)CNCCCCCCCCCC N-(3-indolyl-methyl)decan-1-amine